NC=1C2=C(N=CN1)N(C(=C2C2=CC(=C(C=C2)Cl)OC)C#CC2(CN(C2)C2CCN(CC2)C(C=C)=O)F)C 1-(4-(3-((4-amino-5-(4-chloro-3-methoxyphenyl)-7-methyl-7H-pyrrolo[2,3-d]pyrimidin-6-yl)ethynyl)-3-fluoroazetidin-1-yl)piperidin-1-yl)prop-2-en-1-one